2-([1,4'-bipiperidin]-3-yl)quinazolin-4(3H)-one N1(CC(CCC1)C1=NC2=CC=CC=C2C(N1)=O)C1CCNCC1